9-(4-(tert-butyl)pyridin-2-yl)-6-chloro-2-methoxy-9H-carbazole C(C)(C)(C)C1=CC(=NC=C1)N1C2=CC=C(C=C2C=2C=CC(=CC12)OC)Cl